CN(C)CCCCl.Cl 3-(dimethylamino)chloropropane hydrochloride